[Si](C)(C)(C(C)(C)C)OC1CC(N(C1=O)C(=O)[O-])C(=O)[O-] 4-((tert-butyldimethylsilyl)oxy)-5-oxopyrrolidine-1,2-dicarboxylate